4-methyl-2-oxo-1-propan-2-ylpyridine-3-carboxamide CC1=C(C(N(C=C1)C(C)C)=O)C(=O)N